3-hydroxypropyl-p-phenylenediamine OCCCNC1=CC=C(C=C1)N